C(C)(C)(C)N(C(O)=O)C1CCN(CC1)S(=O)(=O)C(C)C.COC=1C=C(C=CC1OC)C=1NC2=CC=C(C=C2C1C(C)C)N1CCC(CC1)N1CCOCC1 4-(1-(2-(3,4-dimethoxyphenyl)-3-isopropyl-1H-indol-5-yl)piperidin-4-yl)morpholine Tert-butyl-(1-(isopropylsulfonyl)piperidin-4-yl)carbamate